C(#N)C1(CCN(CC1)C(=O)OC(C)(C)C)CC1=CC=C(C=C1)C1CC1 tert-butyl 4-cyano-4-(4-cyclopropylbenzyl)piperidine-1-carboxylate